C(C)(C)OCCCN1CN(CN(C1)CCCOC(C)C)CCCOC(C)C 1,3,5-tris(3-isopropoxypropyl)-hexahydro-1,3,5-triazine